4-amino-N-[(5-ethynylpyridin-2-yl)methyl]-1,7-dimethyl-N-(1-methylpyrazol-4-yl)pyrazolo[4,3-c]quinoline-8-carboxamide NC1=NC=2C=C(C(=CC2C2=C1C=NN2C)C(=O)N(C=2C=NN(C2)C)CC2=NC=C(C=C2)C#C)C